6'-bromo-N,N-dimethyl-2',3'-dihydrospiro[cyclopropane-1,1'-inden]-3'-amine BrC1=CC=C2C(CC3(C2=C1)CC3)N(C)C